(1R,2S,5S)-3-(2-(3-Acetyl-5-(2-methoxypyrimidin-5-yl)-1H-indazol-1-yl)acetyl)-N-(6-bromo-3-cyclopropylpyridin-2-yl)-3-azabicyclo[3.1.0]hexane-2-carboxamide C(C)(=O)C1=NN(C2=CC=C(C=C12)C=1C=NC(=NC1)OC)CC(=O)N1[C@@H]([C@@H]2C[C@@H]2C1)C(=O)NC1=NC(=CC=C1C1CC1)Br